C(C)NC(C)(C)C1=CC=C(C=C1)C(F)(F)F N-ethyl-2-(4-(trifluoromethyl)-phenyl)propan-2-amine